BrC1=CC=CC(=N1)C(=O)NC1=C(C=C(C=C1)C(=O)N1CCOCC1)N1CCCCC1 6-bromo-N-(4-(morpholine-4-carbonyl)-2-(piperidin-1-yl)phenyl)pyridineamide